6-(1-(3-Chloropyridin-2-yl)-3-methoxy-1H-pyrazol-5-carboxamido)-N-(cyclopropylmethyl)-5-methylpyrazolo[1,5-a]pyridin-7-carboxamid ClC=1C(=NC=CC1)N1N=C(C=C1C(=O)NC=1C(=CC=2N(C1C(=O)NCC1CC1)N=CC2)C)OC